FC(C1=NC=CC=C1N1CC2(C1)CN(CCC2)C(=O)OC(C)(C)C)(F)F tert-butyl 2-[2-(trifluoromethyl)pyridin-3-yl]-2,6-diazaspiro[3.5]nonane-6-carboxylate